NC=1C=C(C=C2C=C(N=CC12)NC(=O)[C@H]1[C@@H](C1)C#N)C=1C=C2C=NNC2=CC1C |r| (±)-trans-N-[8-amino-6-(6-methyl-1H-indazol-5-yl)-3-isoquinolinyl]-2-cyano-cyclopropanecarboxamide